C(C)OC(=O)C1=CN=C(N(C1=O)C1=CC=CC=C1)C=1C=NC=CC1 6-oxo-1-phenyl-2-pyridin-3-yl-1,6-dihydropyrimidine-5-carboxylic acid ethyl ester